(2S)-2-amino-4-[{(1R)-1-[1-benzyl-4-(2,5-difluorophenyl)-1H-pyrrol-2-yl]-2,2-dimethylpropyl}(glycoloyl)amino]-N-{2-[(bromoacetyl)amino]ethyl}butanamide N[C@H](C(=O)NCCNC(CBr)=O)CCN(C(CO)=O)[C@H](C(C)(C)C)C=1N(C=C(C1)C1=C(C=CC(=C1)F)F)CC1=CC=CC=C1